[OH-].C(C)N1[N+](=C(C=C1C)C)C 2-ethyl-1,3,5-trimethylpyrazolium hydroxide